ClC=1C=C(C=CC1C=1C=C2C=NN(C2=CC1)C1=CC(=C(C=C1)F)O)NS(=O)(=O)C N-(3-Chloro-4-(1-(4-fluoro-3-hydroxyphenyl)-1H-indazol-5-yl)phenyl)methanesulfonamide